FC(OC1=C(C=C(N)C=C1)C1=NC=CC=C1)F 4-(difluoromethoxy)-3-(2-pyridyl)aniline